[Cl-].[Cl-].CC1(CCCCC1)C1(C=CC=C1)[Zr+2]C1(C=CC=C1)C1(CCCCC1)C bis((1-methylcyclohexyl)cyclopentadienyl)zirconium dichloride